(S)-2-amino-3-(thiophen-2-yl)propanoic acid N[C@H](C(=O)O)CC=1SC=CC1